1-[(4-methoxyphenyl)methyl]-1H-pyrazole-3-carboxylic acid methyl ester COC(=O)C1=NN(C=C1)CC1=CC=C(C=C1)OC